N[C@@H](CC(=O)[O-])C(=O)[O-] L-Aspartate